NC1=NC=CC(=C1)N1C=C(C(C2=CC(=C(C=C12)N1[C@H](CC(C1)(C)C)COC1=NC(=CC=C1Cl)OC)Cl)=O)C(=O)O (R)-1-(2-aminopyridin-4-yl)-6-chloro-7-(2-(((3-chloro-6-methoxypyridin-2-yl)oxy)methyl)-4,4-dimethylpyrrolidin-1-yl)-4-oxo-1,4-dihydroquinoline-3-carboxylic acid